N1=CN=C(C2=C1NC=C2)N2CCC(CC2)NC([O-])=O 1-(7H-pyrrolo[2,3-d]pyrimidin-4-yl)piperidin-4-ylcarbamate